5-ethyl-4-isopropoxy-2-(4-(pyridazin-3-ylmethyl)piperazin-1-yl)benzonitrile C(C)C=1C(=CC(=C(C#N)C1)N1CCN(CC1)CC=1N=NC=CC1)OC(C)C